5-methyl-4-(7-methyl-1,3-benzothiazol-4-yl)-1-{[2-(trimethylsilyl)ethoxy]methyl}-1H-pyrazole-3-carbonitrile CC1=C(C(=NN1COCC[Si](C)(C)C)C#N)C1=CC=C(C2=C1N=CS2)C